C1(=CC=CC=C1)P(=O)(C=1C=C(C=CC1)C1=NC2=C3N=CC=CC3=CC=C2C=C1)C1=CC=CC=C1 2-(3-diphenylphosphinoylphenyl)-1,10-phenanthroline